ethyl 6-(2,3-dihydro-1H-inden-5-yl)-4-oxo-4,5-dihydropyrazolo[1,5-a]pyrazine-2-carboxylate C1CCC2=CC(=CC=C12)C=1NC(C=2N(C1)N=C(C2)C(=O)OCC)=O